CN([C@@H](C(C)C)C(=O)O)C(=O)C1CN(C1)C(=O)[C@@H]1N(CC1)C(C1=CC=CC=C1)(C1=CC=CC=C1)C1=CC=CC=C1 N-methyl-N-(1-((R)-1-tritylazetidine-2-carbonyl)azetidine-3-carbonyl)-L-valine